Cl.Cl.C1(=CC=CC2=CC=CC=C12)C(=O)N naphthalamide dihydrochloride